4,6-diisobutoxy-meta-phenylenediamine C(C(C)C)OC1=C(C=C(C(=C1)OCC(C)C)N)N